C(CCC#C)OCC1=CC=CC=C1 [(pent-4-yn-1-yloxy)methyl]benzene